COC(=O)C1(CC1)OC(=O)OCCl 1-((chloromethoxy)carbonyloxy)cyclopropanecarboxylic acid methyl ester